benzyl-5-chloro-1H-benzo[d]imidazole-2-carbohydrazide C(C1=CC=CC=C1)N1C(=NC2=C1C=CC(=C2)Cl)C(=O)NN